N[C@@H]1C2=CC=CC=C2CC12CCN(CC2)C=2C(=NC(=CN2)C#CCN2N=CC1=CC=C(C=C21)N)CO (S)-(3-(1-amino-1,3-dihydrospiro[indene-2,4'-piperidine]-1'-yl)-6-(3-(6-amino-1H-indazol-1-yl)prop-1-yn-1-yl)pyrazin-2-yl)methanol